tert-butyl 2-[4-(aminomethyl)phenyl]pyrrolidine-1-carboxylate NCC1=CC=C(C=C1)C1N(CCC1)C(=O)OC(C)(C)C